N-(8-(4,4-difluoropiperidin-1-yl)quinoxalin-6-yl)-4-((2-hydroxyethyl)sulfonamido)-2-(6-azaspiro[2.5]octan-6-yl)benzamide FC1(CCN(CC1)C=1C=C(C=C2N=CC=NC12)NC(C1=C(C=C(C=C1)NS(=O)(=O)CCO)N1CCC2(CC2)CC1)=O)F